S1C(=CC=C1C(=O)OC[C@@H](C(=O)OC(C)(C)C)NC(=O)OC(C)(C)C)C1=CSC=C1 (S)-3-(tert-butoxy)-2-((tert-butoxycarbonyl)amino)-3-oxopropyl [2,3'-bithiophene]-5-carboxylate